NC1=NC(=NC(=C1C(=O)OCC)Cl)C1=CC=C(C=C1)C(C)(C)C ethyl 4-amino-2-(4-tert-butylphenyl)-6-chloro-pyrimidine-5-carboxylate